ClC1=C2C=C(C=C(C2=CC=C1)C1=CC=C2C(=NC(=NC2=C1F)OCC12CCCN2CCC1)N1C[C@@H](N(CC1)C(C(=C)F)=O)CC#N)O (S)-2-(4-(7-(5-chloro-3-hydroxynaphthalen-1-yl)-8-fluoro-2-((tetrahydro-1H-pyrrolizine-7a(5H)-yl)methoxy)quinazolin-4-yl)-1-(2-fluoroacryloyl)piperazin-2-yl)acetonitrile